tert-Butyl (3-(2-bromophenoxy)phenyl)carbamate BrC1=C(OC=2C=C(C=CC2)NC(OC(C)(C)C)=O)C=CC=C1